8-(3-Fluoro-5-methoxybenzylthio)guanosine FC=1C=C(CSC=2N([C@H]3[C@H](O)[C@H](O)[C@@H](CO)O3)C=3N=C(NC(C3N2)=O)N)C=C(C1)OC